ClC=1C(=C(C(=CC1)C(F)F)C1=CN=CC(=N1)C(=O)NC=1C=NN(C1)CC=1C=NC(=NC1)N1C(CCC1)CN1C[C@@H]([C@H](C1)F)F)F 6-(3-Chloro-6-(difluoromethyl)-2-fluorophenyl)-N-(1-((2-(2-(((3s,4S)-3,4-difluoropyrrolidin-1-yl)methyl)pyrrolidin-1-yl)pyrimidin-5-yl)methyl)-1H-pyrazol-4-yl)pyrazine-2-carboxamide